FC=1C=C(C=NC1)C1=CC[C@@H](CN1C(=O)OC(C)(C)C)C |r| tert-Butyl rac-(3S)-6-(5-fluoro-3-pyridyl)-3-methyl-3,4-dihydro-2H-pyridine-1-carboxylate